N1(CCC1)C(=O)N1C2CC(CC1CC2)CC2=CC=C(C=C2)NC(OCC2=CN=CO2)=O oxazol-5-ylmethyl (4-((8-(azetidine-1-carbonyl)-8-azabicyclo[3.2.1]octan-3-yl)methyl)phenyl)carbamate